2,2-dimethyl-adipic acid 6-(tert-butyl) 1-isobutyl ester C(C(C)C)OC(C(CCCC(=O)OC(C)(C)C)(C)C)=O